3-(6-(3-methyl-2-oxoimidazolin-1-yl)-2-azabicyclo[2.2.2]octan-2-yl)-1,2,4-triazine-6-carboxamide CN1C(N(CC1)C1CC2CN(C1CC2)C=2N=NC(=CN2)C(=O)N)=O